[4,4-diethyl-1-[[2-[[(3R,4R)-3-hydroxy-2,2-dimethyl-chroman-4-yl]carbamoyl]-3-methylcyclopropyl]methyl]-6-oxo-hexahydropyrimidin-2-ylidene]ammonium C(C)C1(NC(N(C(C1)=O)CC1C(C1C)C(N[C@H]1[C@H](C(OC2=CC=CC=C12)(C)C)O)=O)=[NH2+])CC